dichlorobipyridine ruthenium (II) [Ru+2].ClC1=C(C(=NC=C1)C1=NC=CC=C1)Cl